ClC1=C(C=CC=C1C(=O)OC)C1=CC=CC=C1 methyl 2-chloro-[1,1'-biphenyl]-3-carboxylate